(7aR,8R,10R,10aR)-8-(4-aminopyrrolo[2,1-f][1,2,4]triazin-7-yl)-10-(hydroxymethyl)-2,6-dioxooctahydro-2H-furo[3,4-b][1,4]dioxonine-8-carbonitrile NC1=NC=NN2C1=CC=C2[C@@]2(O[C@@H]([C@H]1OC(CCCC(O[C@H]12)=O)=O)CO)C#N